C[C@]12CC3(CC(C[C@@](C1)(C3)C)C2)NCCCCCCCNC2=C3C(N(C(=NC3=CC=C2)C)[C@@H]2C(NC(CC2)=O)=O)=O |&1:1,7| (S)-3-(5-((7-(((1SR,3RS,5SR,7r)-3,5-dimethyladamantan-1-yl)amino)heptyl)amino)-2-methyl-4-oxoquinazolin-3(4H)-yl)piperidine-2,6-dione